C[NH+]1CCC(CC1)C 1,4-dimethylpiperidinium